1-(2-(6-(2-fluoro-4-(pyridin-2-yloxy)phenyl)quinazolin-8-yl)pyrrolidin-1-yl)but-2-yn-1-one FC1=C(C=CC(=C1)OC1=NC=CC=C1)C=1C=C2C=NC=NC2=C(C1)C1N(CCC1)C(C#CC)=O